(S)-3-(2-((S)-3-(tert-butoxycarbonylamino)-4-oxo-3,4-dihydrobenzo[b][1,4]oxazepin-5(2H)-yl)acetamido)-2-oxo-4-((S)-2-oxopyrrolidin-3-yl)butyl 2,6-dichlorobenzoate ClC1=C(C(=O)OCC([C@H](C[C@H]2C(NCC2)=O)NC(CN2C3=C(OC[C@@H](C2=O)NC(=O)OC(C)(C)C)C=CC=C3)=O)=O)C(=CC=C1)Cl